perfluorophenylazide FC1=C(C(=C(C(=C1F)F)F)F)N=[N+]=[N-]